N(N)C(CCC1=C(C(=O)N[C@H](C)C2=CC(=CC(=C2)C=2C=NN(C2)C)OC)C=CC=C1)=O 2-(3-Hydrazino-3-oxo-propyl)-N-[(1R)-1-[3-methoxy-5-(1-methylpyrazol-4-yl)phenyl]ethyl]benzamide